BrC1=NN2C(N(C(=C(C2=O)N2CCN(CC2)C(=O)OC(C)(C)C)CC(=O)OC)COCC[Si](C)(C)C)=N1 tert-butyl 4-(2-bromo-5-(2-methoxy-2-oxoethyl)-7-oxo-4-((2-(trimethylsilyl)ethoxy)methyl)-4,7-dihydro-[1,2,4]triazolo[1,5-a]pyrimidin-6-yl)piperazine-1-carboxylate